1-(4-phenylsulfanylphenyl)-butan-1,2-dione 2-oxime C1(=CC=CC=C1)SC1=CC=C(C=C1)C(C(CC)=NO)=O